C(C)(=O)[O-] (S)-Acetate